((2S,7aR)-2-methylhexahydro-1H-pyrrolizin-7a-yl)methanamine C[C@H]1C[C@]2(CCCN2C1)CN